tert-butyl 4-(6-bromo-7-isopropoxy-imidazo[1,2-a]pyridin-2-yl)piperidine-1-carboxylate BrC=1C(=CC=2N(C1)C=C(N2)C2CCN(CC2)C(=O)OC(C)(C)C)OC(C)C